2-[1-[(2R)-2-(2-methoxyphenyl)-2-(oxacyclohex-4-ylmethoxy)ethyl]-5-methyl-6-(1,3-oxazol-2-yl)-2,4-dioxo-1H,2H,3H,4H-thieno[2,3-d]pyrimidin-3-yl]-2-methylpropionic acid COC1=C(C=CC=C1)[C@H](CN1C(N(C(C2=C1SC(=C2C)C=2OC=CN2)=O)C(C(=O)O)(C)C)=O)OCC2CCOCC2